O=C[C@H](O)[C@@H](O)[C@H](O)[C@H](O)CO dextrose